C(C)C1(C(CC(C1)CC(F)(F)F)=O)C(=O)O.COC=1C(=C(C=NNC(=N)NO)C=CC1OC)Cl 1-(3,4-dimethoxy-2-chlorobenzylideneamino)-3-hydroxyguanidine ethyl-2-oxo-4-(2,2,2-trifluoroethyl)cyclopentane-1-carboxylate